di(heptadecan-9-yl)5,5'-(((3S,4R)-1-(3-hydroxypropyl)pyrrolidine-3,4-diyl)bis(oxy))dipentanoate CCCCCCCCC(CCCCCCCC)OC(CCCCO[C@H]1[C@H](CN(C1)CCCO)OCCCCC(=O)OC(CCCCCCCC)CCCCCCCC)=O